FC=1C=C(OC2=C3C(C(C3=CC=C2)=O)(F)F)C=C(C1)F 2-(3,5-difluorophenoxy)-8,8-difluorobicyclo[4.2.0]octa-1,3,5-trien-7-one